IN1CN(C=C1)C1=NC(=NC=C1)SC 1-iodo-3-(2-(methylsulfanyl)pyrimidin-4-yl)imidazole